C(C)OC(C(=O)NNC(C1=CC(=C(C=C1)[N+](=O)[O-])OC)=O)=O (2-(3-methoxy-4-nitrobenzoyl)hydrazino)-2-oxoacetic acid ethyl ester